ClC1=CC=C2C(=CC(=NC2=C1)C=1C=C(NC1)C(=O)O)N1C=NC=C1 4-(7-Chloro-4-(1H-Imidazol-1-Yl)Quinolin-2-Yl)-1H-Pyrrole-2-Carboxylic Acid